FC1=C(C(=CC=C1)Br)C1=C(C=CC=C1)OC 2-fluoro-6-bromo-2'-methoxybiphenyl